ClC1=C(C=C(C=C1)F)NC(=O)C1=NC(=NC(=C1)N1CCCCC1)N1C=NC=C1 N-(2-chloro-5-fluorophenyl)-2-(1H-imidazol-1-yl)-6-(piperidin-1-yl)pyrimidine-4-carboxamide